tert-butyl (3R,5R)-3-(4-bromophenyl)-5-(picolinamido)piperidine-1-carboxylate BrC1=CC=C(C=C1)[C@@H]1CN(C[C@@H](C1)NC(C1=NC=CC=C1)=O)C(=O)OC(C)(C)C